3-(((S)-5-Methyl-4-oxo-3-(4-phenoxypicolinamido)-2,3,4,5-tetrahydrobenzo[b][1,4]oxazepin-7-yl)ethynyl)oxetan-3-yl-L-valinat CN1C2=C(OC[C@@H](C1=O)NC(C1=NC=CC(=C1)OC1=CC=CC=C1)=O)C=CC(=C2)C#CC2(COC2)N[C@@H](C(C)C)C(=O)[O-]